The molecule is a member of the class of benzoic acids that is benzoic acid which is substituted at positions 2, 3, 4, 5, and 6 by carbamoyl, hydroxy, E)-prop-1-en-1-yl, methyl, and methoxy groups, respectively. Obtained from solid-state fermentation of Aspergillus niger CFR-W-105, it inhibits soy bean lipoxygenase-1 (LOX-1) and rat lens aldose reductase (RLAR). It also shows free radical scavenging activity. It has a role as an Aspergillus metabolite, an EC 1.1.1.21 (aldehyde reductase) inhibitor, a lipoxygenase inhibitor, an antioxidant and a radical scavenger. It is a member of benzoic acids, a member of benzamides, a member of phenols, an aromatic ether and a member of styrenes. C/C=C/C1=C(C(=C(C(=C1O)C(=O)N)C(=O)O)OC)C